5-(2,4-dinitrophenyl)-6-(trifluoromethyl)-1,2,4-triazazine [N+](=O)([O-])C1=C(C=CC(=C1)[N+](=O)[O-])C=1N=NN=NC1C(F)(F)F